ClC=1C=NC=C(C1[C@@H](C)OC=1C=C2C(=NNC2=CC1)C=1C=CC(=NC1)N1CC2(C1)CS(CCC2)(=O)=O)Cl 2-[5-[5-[(1R)-1-(3,5-dichloro-4-pyridyl)ethoxy]-1H-indazol-3-yl]-2-pyridyl]-6λ6-thia-2-azaspiro[3.5]nonane 6,6-dioxide